3-tris(trimethylsiloxy)silylpropyl-acrylamide C[Si](O[Si](CCCC(C(=O)N)=C)(O[Si](C)(C)C)O[Si](C)(C)C)(C)C